ClC1=NC(=CC(=C1)C=1C(=NN2C1N=C(C=C2)C(=O)N2CCOCC2)C=2C=C(C#N)C=CC2)C 3-[3-(2-chloro-6-methyl-4-pyridinyl)-5-(morpholine-4-carbonyl)pyrazolo[1,5-a]pyrimidin-2-yl]benzonitrile